C(C)(C)(C)OC(=O)N1S(C2=C(CCC1)C=CC(=C2)C(=O)O)(=O)=O 2-tert-Butoxycarbonyl-1,1-dioxo-4,5-dihydro-3H-1λ6,2-benzothiazepine-8-carboxylic acid